C1(=C(C=CC=C1)[Al])C (o-tolyl)aluminum